[NH+]1=CC(=CC=C1)C=1C=[NH+]C=CC1.CCCS(=O)(=O)[O-].CCCS(=O)(=O)[O-] bis(3-propanesulfonic acid)-3,3'-bipyridinium salt